C(C)(C)(C)OC(=O)N1C[C@@H](C[C@@H]1C1=C(C(=CC=C1OCOC)Cl)Cl)CC=1C=NN(C1)C(=O)OC(C)(C)C tert-butyl 4-{[(3R,5R)-1-(tert-butoxycarbonyl)-5-[2,3-dichloro-6-(methoxymethoxy)phenyl] pyrrolidin-3-yl]methyl}pyrazole-1-carboxylate